(R,6S)-6-(azetidin-1-yl)-N'-(((R)-2-fluoro-1,2,3,5,6,7-hexahydro-s-indacen-4-yl)carbamoyl)-6,7-dihydro-5H-pyrazolo[5,1-b][1,3]oxazine-3-sulfonimidamide N1(CCC1)[C@H]1CN2C(OC1)=C(C=N2)[S@@](=O)(N)=NC(NC2=C1C[C@@H](CC1=CC=1CCCC21)F)=O